CN(S(=O)(=O)N1CCC(CC1)CC1=CC=C(C=C1)NC(OCC1=CN=CO1)=O)C oxazol-5-ylmethyl (4-((1-(N,N-dimethylsulfamoyl)piperidin-4-yl)methyl)phenyl)carbamate